methyl 5-formyl-2,4-dihydroxy-benzoate C(=O)C=1C(=CC(=C(C(=O)OC)C1)O)O